[Si](C1=CC=CC=C1)(C1=CC=CC=C1)(C(C)(C)C)OCC1=C2C=CN(C2=CC(=C1OC1=CC(=C(C=C1)F)C1=NNC=C1)F)S(=O)(=O)C1=CC=C(C)C=C1 4-(((Tert-Butyldiphenylsilyl)oxy)methyl)-6-fluoro-5-(4-fluoro-3-(1H-pyrazol-3-yl)phenoxy)-1-tosyl-1H-indole